FC1=C(N=CC2=C1N=C(N=C2O)SC)C2=C1C=NNC1=CC(=C2CCCCOC[C@H]2CNCCC2)C 8-fluoro-7-(6-methyl-5-(4-(((R)-piperidin-3-yl)methoxy)butyl)-1H-indazol-4-yl)-2-(methylthio)pyrido[4,3-d]pyrimidin-4-ol